ClC(C1=NC(=NC(=N1)C(Cl)Cl)C(Cl)Cl)Cl 2,4,6-tris(dichloromethyl)s-triazine